NC1=CC2=C(OCC(N2C)=O)C(=C1)Cl 6-amino-8-chloro-4-methyl-2H-benzo[b][1,4]oxazin-3(4H)-one